COC1=C(C=CC=C1)C1CCC2=NC=3C(=NC(=CC3)C=3C=NC(=NC3)N3CC4N(CC3)C(NC4)=O)N21 7-(5-(8-(2-methoxyphenyl)-7,8-dihydro-6H-pyrrolo[2',1':2,3]imidazo[4,5-b]pyridin-2-yl)pyrimidin-2-yl)hexahydroimidazo[1,5-a]pyrazin-3(2H)-one